BrC=1C=C(C(=NC1)[C@@H](C(F)(F)F)N)F (S)-1-(5-bromo-3-fluoropyridin-2-yl)-2,2,2-trifluoroethan-1-amine